4-((2-(p-tolyl)quinolin-4-yl)thio)butyl 2-oxo-2H-chromene-3-carboxylate O=C1OC2=CC=CC=C2C=C1C(=O)OCCCCSC1=CC(=NC2=CC=CC=C12)C1=CC=C(C=C1)C